CN(C1=CC=C(OC=2N=C(C3=C(N2)C=NC=C3)O)C=C1)C1=CC=C(C=C1)N1CCOCC1 4-[Methyl-(4-morpholin-4-yl-phenyl)-amino]-phenoxyl-pyrido[3,4-d]pyrimidin-4-ol